C(CCCCCCCCCCC\C=C/CCCCCCCC)(=O)O.OC[C@H](O)[C@@H](O)[C@H](O)[C@H](O)CO.C(CCCCCCCCCCC\C=C/CCCCCCCC)(=O)O.C(CCCCCCCCCCC\C=C/CCCCCCCC)(=O)O.OC[C@H](O)[C@@H](O)[C@H](O)[C@H](O)CO sorbitol sesquierucate